2-[3-(propan-2-yl)-5-(trifluoromethyl)phenyl]acetyl chloride CC(C)C=1C=C(C=C(C1)C(F)(F)F)CC(=O)Cl